Tert-butyl N-[2-oxo-7-(3-pyrrolidin-1-ylpropoxy)-3H-1,3-benzoxazol-5-yl]carbamate O=C1OC2=C(N1)C=C(C=C2OCCCN2CCCC2)NC(OC(C)(C)C)=O